suberyl-carnitine C(CCCCCCC(=O)O)(=O)C(O)(C[N+](C)(C)C)CC([O-])=O